ClC1=CC=C(C=C1)C1CC(NN1)=C1C(N(C(N(C1=O)C)=O)C)=O 5-(5-(4-chlorophenyl)pyrazolidin-3-ylidene)-1,3-dimethylbarbituric acid